BrC=1C=C(C=C(C1)OC)NC(CC)=O N-(3-bromo-5-methoxyphenyl)propionamide